C1=NC=CC=2C(=CC=CC12)C(=O)O Isoquinoline-5-formic acid